5-(2,7-diazaspiro[3.5]nonan-7-yl)-2-(2,6-dioxo-3-piperidyl)isoindoline-1,3-dione hydrochloride Cl.C1NCC12CCN(CC2)C=2C=C1C(N(C(C1=CC2)=O)C2C(NC(CC2)=O)=O)=O